C(CCCCCCCCCCCCCCC)N(CCCCCCCCCCCCCCCC)CCCCCCCCCCCCCCCC tri(hexadecyl)amine